pyrazol acetate C(C)(=O)O.N1N=CC=C1